O=C1NC(=C(C=C1C(=O)N)C1=CC=C(C=C1)OCC1=CN=CS1)C(F)(F)F 2-Oxo-5-(4-(thiazol-5-ylmethoxy)phenyl)-6-(trifluoromethyl)-1,2-dihydropyridine-3-carboxamide